FC=1C=C(C(=NC1)C)[C@@H]1N(CCC1)C1=NC=2N(C=C1)N=CC2C(=O)N[C@H]2CN1CCC2CC1 5-((R)-2-(5-fluoro-2-methylpyridin-3-yl)pyrrolidin-1-yl)-N-((R)-quinuclidin-3-yl)pyrazolo[1,5-a]pyrimidine-3-carboxamide